N-(4-(2-(4-fluorophenyl)-5-methyl-4,5,6,7-tetrahydropyrazolo[1,5-a]pyrazin-3-yl)pyridin-2-yl)cyclopropanecarboxamide FC1=CC=C(C=C1)C1=NN2C(CN(CC2)C)=C1C1=CC(=NC=C1)NC(=O)C1CC1